[C@H]1(CCC2=CC=CC=C12)N1C(C2=CC=C(C=C2C1)O)=O (R)-2-(2,3-dihydro-1H-inden-1-yl)-5-hydroxyisoindolin-1-one